CC1=CC(=O)C2=C(C=C3C=C(C(=C(C3=C2O1)OC)C4=C5C(=C(C6=C4C=C(C=C6OC)OC)O)C(=O)C=C(O5)C)OC)O The molecule is a dimeric naphthopyran with formula C32H26O10, originally isolated from Aspergillus niger. It has a role as an Aspergillus metabolite and an antibacterial agent. It is a biaryl, an aromatic ether, an aromatic ketone, a cyclic ketone, a polyphenol and a naphtho-gamma-pyrone.